N5-(4-(((tert-butyldimethylsilyl)oxy)methyl)benzyl)pyridazine-3,5-diamine [Si](C)(C)(C(C)(C)C)OCC1=CC=C(CNC=2C=C(N=NC2)N)C=C1